C(C)(C)(C)OC(=O)N1CCC(CC1)C=1C2=C(N=C(N1)N1CC(OCC1)C=1C=NN(C1)C)C(N(C(=N2)C)C)=O.C(C2=CC=CC=C2)OCCC2COC(OC2)=O 5-[2-(benzyloxy)ethyl]-1,3-dioxan-2-one tert-butyl-4-(6,7-dimethyl-2-(2-(1-methyl-1H-pyrazol-4-yl)morpholino)-8-oxo-7,8-dihydropyrimido[5,4-d]pyrimidin-4-yl)piperidine-1-carboxylate